tert-butyl (S)-(1-(5-(4-fluorophenoxy)pyrazin-2-yl)-4'H,6'H-spiro[piperidine-4,5'-pyrrolo[1,2-b]pyrazol]-4'-yl)carbamate FC1=CC=C(OC=2N=CC(=NC2)N2CCC3([C@@H](C=4N(N=CC4)C3)NC(OC(C)(C)C)=O)CC2)C=C1